Methyl 3-(2-chloro-6-fluorophenyl-3,4,5-d3)-5-(1-(3-chlorophenyl)-5-(trifluoro-methyl)-1H-pyrazol-4-yl)isoxazole-4-carboxylate ClC1=C(C(=C(C(=C1[2H])[2H])[2H])F)C1=NOC(=C1C(=O)OC)C=1C=NN(C1C(F)(F)F)C1=CC(=CC=C1)Cl